OCCOCCOCCOCCOC=1C=C(C=CC1)CC(=O)NC=1SC(=C(N1)C=1C=C2CCN(C2=CC1)C(C1=C(C=CC=C1)C)=O)C 2-(3-(2-(2-(2-(2-hydroxyethoxy)ethoxy)ethoxy)ethoxy)phenyl)-N-(5-methyl-4-(1-(2-methylbenzoyl)indolin-5-yl)thiazol-2-yl)acetamide